C12CNCC(CC1)N2C=2SC=1CN(CCC1N2)C(=O)C2C(CCC2)(C)C (2-(3,8-diazabicyclo[3.2.1]octan-8-yl)-6,7-dihydrothiazolo[5,4-c]pyridin-5(4H)-yl)(2,2-dimethylcyclopentyl)methanone